tert-butyl 4-(3-(4-(2-(tert-butoxy)-2-oxoethoxy)-5-(tert-butoxycarbonyl)-3-chlorothiophen-2-yl)phenoxy)-2,2-dimethylpiperidine-1-carboxylate C(C)(C)(C)OC(COC=1C(=C(SC1C(=O)OC(C)(C)C)C=1C=C(OC2CC(N(CC2)C(=O)OC(C)(C)C)(C)C)C=CC1)Cl)=O